2-(methacryloyloxymethyl)-4-trifluoromethyloxybutane C(C(=C)C)(=O)OCC(C)CCOC(F)(F)F